2,6-dichloro-N-(3-isobutyl-1,5-dimethyl-1H-pyrazol-4-yl)-4-(2-(piperazin-1-yl)pyridin-4-yl)benzenesulfonamide ClC1=C(C(=CC(=C1)C1=CC(=NC=C1)N1CCNCC1)Cl)S(=O)(=O)NC=1C(=NN(C1C)C)CC(C)C